[Si](C)(C)(C(C)(C)C)OCC1=NC2=CC=C(C(=C2C(=C1)C(C)C)C)Cl ((tert-butyldimethylsilyloxy)methyl)-6-chloro-4-isopropyl-5-methylquinoline